C(C)(C)(C)OC(=O)N1CC(CCC1)C=1C=NC(=CC1)OC.C(C)C1=C(SC=C1)Cl ethyl-2-chlorothiophene tert-butyl-3-(6-methoxypyridin-3-yl)piperidine-1-carboxylate